Cl.NC(C(=O)N1CCN(CC1)C(=O)NC1=NC(N(C=C1)C1=CC=C(C=C1)CC(C)NC12CC(C1)(C2)N)=O)(C)C 4-(2-Amino-2-methylpropanoyl)-N-(1-(4-(2-((3-aminobicyclo[1.1.1]pentan-1-yl)amino)propyl)phenyl)-2-oxo-1,2-dihydropyrimidin-4-yl)piperazine-1-carboxamide Hydrochloride Salt